(S)-N-(1-(2-chloro-6-fluorophenyl)ethyl)-2-(1-cyclopropyl-3-methyl-4-oxo-1,4-dihydro-5H-pyrazolo[3,4-d]pyridazin-5-yl)acetamide ClC1=C(C(=CC=C1)F)[C@H](C)NC(CN1N=CC2=C(C1=O)C(=NN2C2CC2)C)=O